C(#N)C=1C(=CC(=NC1)NC1CCN(CC1)C(=O)OC(C)(C)C)C1=NN(C2=CC=CC=C12)COCC[Si](C)(C)C tert-butyl 4-((5-cyano-4-(1-((2-(trimethylsilyl)ethoxy)methyl)-1H-indazol-3-yl)pyridin-2-yl)amino)piperidine-1-carboxylate